FC=1C=C(C=C(C1C(C)(C)O)C1=CC2=C(NC(=N2)C)C=C1)CC#N 2-(3-fluoro-4-(2-hydroxypropan-2-yl)-5-(2-methyl-1H-benzimidazol-5-yl)phenyl)Acetonitrile